3-bromo-1,2-dimethyl-1H-pyrrolo[2,3-b]pyridine-6-carbonitrile BrC1=C(N(C2=NC(=CC=C21)C#N)C)C